Cl.C(=O)(OCC1=CC=CC=C1)NCCCCCCN N-carbobenzoxy-1,6-diaminohexane hydrochloride